(3-Nitro-5,6,7,8-tetrahydronaphthalen-2-yl)-N-trityl-L-serine methyl ester COC([C@@H](N(C(C1=CC=CC=C1)(C1=CC=CC=C1)C1=CC=CC=C1)C1=CC=2CCCCC2C=C1[N+](=O)[O-])CO)=O